1-bromo-1-chloroacetone BrC(C(=O)C)Cl